[(2RS)-1-(3-bromo-2-methylphenyl)pyrrolidin-2-yl]methanol BrC=1C(=C(C=CC1)N1[C@H](CCC1)CO)C |r|